7'-((1-acetylpiperidin-4-yl)amino)-2',3'-dihydro-1'H-spiro[cyclopropane-1,4'-isoquinoline] C(C)(=O)N1CCC(CC1)NC1=CC=C2C3(CNCC2=C1)CC3